6-((((1-(fluoromethyl)cyclopropyl)methyl)amino)methyl)-2-(3-((1r,3r)-3-methoxy-1-(4-methyl-4H-1,2,4-triazol-3-yl)cyclobutyl)phenyl)-4-(trifluoromethyl)isoindolin-1-one FCC1(CC1)CNCC1=CC(=C2CN(C(C2=C1)=O)C1=CC(=CC=C1)C1(CC(C1)OC)C1=NN=CN1C)C(F)(F)F